1-hydroxy-4,4-dimethylcyclohexane-1-carboxylic acid tert-butyl ester C(C)(C)(C)OC(=O)C1(CCC(CC1)(C)C)O